8-Cycloheptyl-2-((2-methoxy-4-(4-methylpiperazin-1-yl)phenyl)amino)pyrido[2,3-d]pyrimidine C1(CCCCCC1)N1CC=CC2=C1N=C(N=C2)NC2=C(C=C(C=C2)N2CCN(CC2)C)OC